[C@H]12CNCC[C@@H]2[C@@H]1C(=O)O |r| rac-(1R,6S,7S)-3-azabicyclo[4.1.0]heptane-7-carboxylic acid